C(C=C)OC1=C(C=C(C=C1)C1=NOC(=N1)[C@H]1N(CCC1)C(=O)OC(C)(C)C)C(F)(F)F tert-butyl (S)-2-(3-(4-(allyloxy)-3-(trifluoromethyl)phenyl)-1,2,4-oxadiazol-5-yl)pyrrolidine-1-carboxylate